(S)-2-((2-(4-cyano-phenyl)propyl)-amino)-N-(5-(1-methyl-6-oxo-1,6-dihydropyrimidin-4-yl)pyridin-2-yl)-2-phenyl-acetamide C(#N)C1=CC=C(C=C1)C(CN[C@H](C(=O)NC1=NC=C(C=C1)C=1N=CN(C(C1)=O)C)C1=CC=CC=C1)C